FC(OC1=CC=C(C=C1)[C@H](C)NC(CN1N=NC2=C(C1=O)C=C(C=C2)F)=O)F (S)-N-(1-(4-(difluoromethoxy)phenyl)ethyl)-2-(6-fluoro-4-oxo-benzo[d][1,2,3]triazin-3(4H)-yl)acetamide